COC(=O)C1(N(CCC1)C(=O)OCC1=CC=CC=C1)CF (fluoromethyl)pyrrolidine-1,2-dicarboxylic acid 1-benzyl ester 2-methyl ester